BrC=1C=C(OC2=NC=C(C=C2)C(F)(F)F)C=C(C1)OC 2-(3-bromo-5-methoxyphenoxy)-5-(trifluoromethyl)pyridine